2-benzyloxycarbonyl-6-(1-methoxycarbonyl-5,6,7,8-tetrahydroindolizin-3-yl)-3,4-dihydro-1H-isoquinoline-7-carboxylic acid C(C1=CC=CC=C1)OC(=O)N1CC2=CC(=C(C=C2CC1)C1=CC(=C2CCCCN12)C(=O)OC)C(=O)O